2-((2-(2,6-dioxopiperidin-3-yl)-1,3-dioxoisoquinolin-4-yl)amino)ethane O=C1NC(CCC1N1C(C2=CC=CC=C2C(C1=O)NCC)=O)=O